(R)-N-(6-(difluoromethyl)-3-methylpyridazin-4-yl)-2-fluoro-8-methyl-8-(trifluoromethyl)-7,8-dihydro-6H-pyrazolo[1,5-a]pyrrolo[2,3-e]pyrimidine-6-carboxamide FC(C1=CC(=C(N=N1)C)NC(=O)N1C[C@](C2=C1C=NC=1N2N=C(C1)F)(C(F)(F)F)C)F